(Z)-4-(2-ethoxyvinyl)-2-((4-ethyl-2-fluorophenyl)amino)-1-methyl-6-oxo-1,6-dihydropyridine-3-carboxylic acid methyl ester COC(=O)C1=C(N(C(C=C1\C=C/OCC)=O)C)NC1=C(C=C(C=C1)CC)F